COC=1C=C(C=CC1)C1=C(C(NC2=C3C=CN=CC3=CC=C12)=O)NC(OC(C)(C)C)=O tert-butyl N-[4-(3-methoxyphenyl)-2-oxo-1H-1,8-phenanthrolin-3-yl]carbamate